C1(=CC=CC2=CC=C3C=C4C=CC=CC4=CC3=C12)C=CC=C 4-Tetraphenyl-1,3-butadiene